NCC#CC1=C(C(=O)OC)C=CC(=C1)NC1CCC(CC1)NC(C1=C(C=C(C=C1)NC=1N=CC2=C(C3=C(C(=NC2)C2=C(C=CC=C2OC)F)C=C(C=C3)Cl)N1)OC)=O methyl 2-(3-aminoprop-1-yn-1-yl)-4-((4-(4-((9-chloro-7-(2-fluoro-6-methoxyphenyl)-5H-benzo[c]pyrimido[4,5-e]azepin-2-yl)amino)-2-methoxybenzamido)cyclohexyl)amino)benzoate